mono-2-butynyl monoethyl oxalate C(C(=O)OC#CCC)(=O)OCC